ClC=1C=C(C=CC1Cl)C1=CC=CC(=C1)F 3',4'-dichloro-5-fluoro-[1,1'-biphenyl]